BrC1=C(C=CC(=C1)I)C[C@H](C(=O)O)[C@@H]1CN(CC1)C(=O)OC(C)(C)C (2S)-3-(2-Bromo-4-iodo-phenyl)-2-[(3R)-1-tert-butoxy-carbonylpyrrolidin-3-yl]propanoic acid